3-[4-(trifluoromethyl)phenyl]propan-1-one FC(C1=CC=C(C=C1)CCC=O)(F)F